5-methyl-2H,3H,5H-furo[2,3-f]indole CN1C=CC=2C=C3C(=CC12)CCO3